N=1C(C=CC=CC1)=O azepineOne